NCCO β-aminoethanol